sulfur sodium nitrate [N+](=O)([O-])[O-].[Na+].[S+2].[N+](=O)([O-])[O-].[N+](=O)([O-])[O-]